5-(2-fluoro-6-methyl-phenyl)-7-(1-methyl-3,6-dihydro-2H-pyridin-4-yl)isoquinolin-3-amine FC1=C(C(=CC=C1)C)C1=C2C=C(N=CC2=CC(=C1)C=1CCN(CC1)C)N